2-(4-(6-((4-cyano-2,5-difluorobenzyl)oxy)-5-fluoropyridin-2-yl)-2,5-difluorobenzyl)-1-((3S,4R)-4-methyltetrahydrofuran-3-yl)-1H-benzo[d]imidazole-6-carboxylic acid C(#N)C1=CC(=C(COC2=C(C=CC(=N2)C2=CC(=C(CC3=NC4=C(N3[C@@H]3COC[C@@H]3C)C=C(C=C4)C(=O)O)C=C2F)F)F)C=C1F)F